C1(CC1)OC=1C=C(C#N)C=CC1CO 3-Cyclopropoxy-4-(hydroxymethyl)benzonitrile